FC1(CN(C1=O)C=1C=NNC(C1C(F)(F)F)=O)F (R)-3,3-difluoro-4-oxo-1-(6-oxo-5-(trifluoromethyl)-1,6-dihydropyridazin-4-yl)azetidin